(1r,4r)-4-(2-((tetrahydro-2H-pyran-2-yl)oxy)ethyl)cyclohexane-1-carbaldehyde O1C(CCCC1)OCCC1CCC(CC1)C=O